F\C(=C/C1=CC=C(C(=C1N1CC2(CCC1)CCN(CC2)C(=O)OC(C)(C)C)C(F)(F)F)O)\C2=NC=CC(=N2)C2=CN=NC=C2 tert-butyl (Z)-2-(6-(2-fluoro-2-(4-(pyridazin-4-yl)pyrimidin-2-yl)vinyl)-3-hydroxy-2-(trifluoromethyl)phenyl)-2,9-diazaspiro[5.5]undecane-9-carboxylate